C1(CCCCC1)OC(=O)C1C2C=CC(C1)C2 5-cyclohexyloxycarbonylbicyclo[2.2.1]hept-2-ene